CNC1CCCC1 N-methylcyclopentanamine